N-((6-chloro-2,3,4,9-tetrahydro-1H-carbazol-3-yl)methyl)-4-(3-(4-methylpiperazin-1-yl)propoxy)benzenesulfonamide ClC=1C=C2C=3CC(CCC3NC2=CC1)CNS(=O)(=O)C1=CC=C(C=C1)OCCCN1CCN(CC1)C